2-(perfluoropentyl)ethanethiol FC(C(C(C(C(F)(F)F)(F)F)(F)F)(F)F)(CCS)F